CN(S(=O)(=O)NC1=CC=C(NC2=NC=CC(=N2)NC2=NC(=NC=C2)C2=NC(=CC=C2)C)C=C1)C 4-[[2-[4-(dimethylsulfamoylamino)anilino]pyrimidin-4-yl]amino]-2-(6-methyl-2-pyridyl)pyrimidine